C(C(C)C)(=O)OC1=C(C=CC=C1)CC(=O)OC(CC)I 2-(2-(1-iodopropoxy)-2-oxoethyl)phenyl isobutyrate